(Z)-2-(isoquinolin-4-ylmethylene)-6-hydroxybenzofuran C1=NC=C(C2=CC=CC=C12)\C=C\1/OC2=C(C1)C=CC(=C2)O